C(C)OC1=C(C=CC=C1)SC1=CC=C(C=C1)C (2-ethoxyphenyl)(p-tolyl)sulfane